C(C)(C)(C)OC(=O)N1C=2C=C(C=C(C2C2=C3C(=CC=C2C1=O)C=CC=C3)C)C 1,3-dimethyl-6-oxo-benzo[k]phenanthridine-5(6H)-carboxylic acid tert-butyl ester